NC1=CC2=C(C=C(O2)C=2OC(=CN2)C(=O)O)C=C1OC=COC1=C(C=CC(=C1)C)N 1-[6-amino-2-(5-carboxy-2-oxazolyl)-5-benzofuranyloxy]-2-(2-amino-5-methylphenoxy)ethaneN